C12CN(CC(CC1)N2)C2=NC(=NC1=C(C(=C(C=C21)Cl)C=2C(=C(N)C(=CC2)F)F)F)OCC21CCCN1CCC2 3-(4-(3,8-diazabicyclo-[3.2.1]octan-3-yl)-6-chloro-8-fluoro-2-((tetrahydro-1H-pyrrolizin-7a(5H)-yl)meth-oxy)quinazolin-7-yl)-2,6-difluoroaniline